(4-chlorophenoxy)benzene-1-sulfonyl chloride ClC1=CC=C(OC2=C(C=CC=C2)S(=O)(=O)Cl)C=C1